[N+](=O)([O-])C=1C(=NN(C1C)CC=1C=C(C=CC1OC)C=CC(=O)C1=C(C=CC=C1)O)C 3-[3-(4-Nitro-3,5-dimethyl-1H-pyrazol-1-ylmethyl)-4-methoxyphenyl]-1-(2-hydroxyphenyl)-2-propen-1-one